ClC=1C(=NC(=NC1)N[C@@H]1C[C@H]2[C@H](O[C@@H]([C@H]1O)O2)[2H])C=2C=C(C1=C(N(C(=N1)C(C)(C)O)C(C)C)C2)F (1S,3R,4S,5R,7R)-3-((5-chloro-4-(4-fluoro-2-(2-hydroxypropan-2-yl)-1-isopropyl-1H-benzo[d]imidazol-6-yl)pyrimidin-2-yl)amino)-6,8-dioxabicyclo[3.2.1]octan-7-d-4-ol